4-(3,6-dihydro-2H-pyran-4-yl)-6-fluoro-2,3-dihydrobenzofuran-7-carbonitrile O1CCC(=CC1)C1=CC(=C(C2=C1CCO2)C#N)F